(E)-(6-Methoxy-1-indanylidene)fluoroacetaldehyde COC1=CC=C2CC/C(/C2=C1)=C(/C=O)\F